6-((3-(5-(3,5-Difluorophenyl)-4,5-dihydro-1H-pyrazole-1-carbonyl)bicyclo[1.1.1]pentan-1-yl)methoxy)pyrimidine-4-carbonitrile FC=1C=C(C=C(C1)F)C1CC=NN1C(=O)C12CC(C1)(C2)COC2=CC(=NC=N2)C#N